[C-]1(C=CC=C1)C(CCCCC)S.[CH-]1C=CC=C1.[Fe+2] (ferrocenyl)hexanethiol